ClC1=CC=C(C=C1)C(\C=C/C1=CC(=CC=C1)O)=O (Z)-1-(4-Chlorophenyl)-3-(3-hydroxyphenyl)prop-2-en-1-one